O[C@@H](C(=O)OCC)[C@H](CC)C ethyl (2R,3S)-2-hydroxy-3-methylpentanoate